(R)-1-(2-chloro-5-fluoropyridin-3-yl)ethyl (4-(5-((1R,2R)-1-cyano-2-(difluoromethyl)cyclopropane-1-carboxamido)pyrimidin-2-yl)-1-methyl-1H-1,2,3-triazol-5-yl)carbamate C(#N)[C@@]1([C@@H](C1)C(F)F)C(=O)NC=1C=NC(=NC1)C=1N=NN(C1NC(O[C@H](C)C=1C(=NC=C(C1)F)Cl)=O)C